3H-spiro[furo[3,4-c]pyridine-1,3'-piperidine] N1CC2(CCC1)OCC=1C=NC=CC12